C(C=C)(=O)N1C[C@H](C[C@@H]1COC)N1N=C(C(=C1NC)C(=O)N)C#CC1=C(C2=C(N(C=N2)CC)C=C1)F 1-((3s,5r)-1-propenoyl-5-(methoxymethyl)pyrrolidin-3-yl)-3-((1-ethyl-4-fluoro-1H-benzo[d]imidazol-5-yl)ethynyl)-5-(methylamino)-1H-pyrazole-4-carboxamide